COC([C@H](CCCCCCCC1=NC=2NCCCC2C=C1)NC(=O)C1(CCOCC1)CO)=O (S)-2-(4-(hydroxymethyl)tetrahydro-2H-pyran-4-carboxamido)-9-(5,6,7,8-tetrahydro-1,8-naphthyridin-2-yl)nonanoic acid methyl ester